6-chloro-3-[4-(difluoromethyl)tetrahydrofuran-2-yl]-2-fluoro-pyridine ClC1=CC=C(C(=N1)F)C1OCC(C1)C(F)F